NC(CCOC(/C=C/C(=O)O)=O)=O (E)-4-(3-amino-3-oxopropoxy)-4-oxobut-2-enoic acid